CN1C(=NC=C1)CCCC=1N(C=CN1)C 1,3-bis(N-methylimidazolyl)propane